ClC=1N=C(C=2OC[C@H]3COC[C@@H](N3C2N1)C)C(=O)OC Methyl (5S,8aR)-3-chloro-5-methyl-5,6,8a,9-tetrahydro-8H-7,10-dioxa-2,4,4b-triazaphenanthrene-1-carboxylate